3-[[2-(2-methoxyphenyl)pyrimidin-4-yl]methoxy]propan-1-ol COC1=C(C=CC=C1)C1=NC=CC(=N1)COCCCO